C(C)OC(\C=C\C1=C(C2=C(N(N=N2)CCOCCOCC2=CC=CC=C2)C=C1)C)=O (2E)-3-(1-{2-[2-(benzyloxy)ethoxy]ethyl}-4-methyl-1H-benzotriazol-5-yl)propan-2-enoic acid ethyl ester